3-({1-[4-(dimethylamino)-4-methylpent-2-ynoyl]Azetidin-3-yl}oxy)propionic acid CN(C(C#CC(=O)N1CC(C1)OCCC(=O)O)(C)C)C